(S)-4-(2-(3-(hydroxymethyl)-1-(2-(6-methylpyridin-3-yl)propan-2-yl)pyrrolidin-3-yl)ethyl)pyridin-2(1H)-one HCl Cl.OC[C@@]1(CN(CC1)C(C)(C)C=1C=NC(=CC1)C)CCC1=CC(NC=C1)=O